N[C@@H]1[C@H](OCCC1)C1=C(C=2N=C(N=C(C2N1C(F)F)NCC=1OC=CC1)Cl)I 6-((2S,3S)-3-aminotetrahydro-2H-pyran-2-yl)-2-chloro-5-(difluoromethyl)-N-(furan-2-ylmethyl)-7-iodo-5H-pyrrolo[3,2-d]pyrimidin-4-amine